rac-tert-butyl (3-methyl-5-(2-((2R,5S)-5-methyl-2-(1-oxoisoindolin-5-yl)piperidin-1-yl)-2-oxoacetamido)pyridin-2-yl)carbamate CC=1C(=NC=C(C1)NC(C(=O)N1[C@H](CC[C@@H](C1)C)C=1C=C2CNC(C2=CC1)=O)=O)NC(OC(C)(C)C)=O |r|